C(C)(C)N1N=CC2=CC(=C(C=C12)OC1=CC=C(C=C1)OCCOC1CCOCC1)C(=O)N 1-isopropyl-6-[4-(2-tetrahydropyran-4-yloxyethoxy)phenoxy]indazole-5-carboxamide